(S)-4-(4-((4'-chloro-4-((4-(4-(ethoxycarbonyl)piperidin-1-yl)phenyl)carbamoyl)-[1,1'-biphenyl]-2-yl)(hydroxy)methyl)piperidin-1-yl)benzoic acid ClC1=CC=C(C=C1)C1=C(C=C(C=C1)C(NC1=CC=C(C=C1)N1CCC(CC1)C(=O)OCC)=O)[C@H](C1CCN(CC1)C1=CC=C(C(=O)O)C=C1)O